1-(2-fluoro-4-(5-(2-(2-fluoro-5-(trifluoromethoxy)phenyl)acetamido)-1,3,4-thiadiazol-2-yl)butyl)-N-((6-methoxypyridin-3-yl)methyl)-1H-1,2,3-triazole-4-carboxamide FC(CN1N=NC(=C1)C(=O)NCC=1C=NC(=CC1)OC)CCC=1SC(=NN1)NC(CC1=C(C=CC(=C1)OC(F)(F)F)F)=O